3,6-bis(azetidin-1-yl)-10-(methyl-d3)acridin-10-ium iodide [I-].N1(CCC1)C=1C=CC2=CC3=CC=C(C=C3[N+](=C2C1)C([2H])([2H])[2H])N1CCC1